CN1N=CC2=CC(=CC=C12)C(=O)NC=1N=CC=2N(C1)C=C(N2)[C@@H]2NCC(C2)C 1-methyl-N-(2-((2R)-4-methylpyrrolidin-2-yl)imidazo[1,2-a]pyrazin-6-yl)-1H-indazole-5-carboxamide